FC=1C=CC=2N(C3=CC=C(C=C3C2C1)F)CC(CN1C(C(CCC1)(C)C)=O)O 1-(3-(3,6-difluoro-9H-carbazol-9-yl)-2-hydroxypropyl)-3,3-dimethylpiperidin-2-one